4,4'-(1,2-bis(1H-benzo[d][1,2,3]triazol-1-yl)ethane-1,2-diyl)bis(piperazine-1-carboxylic acid) N1(N=NC2=C1C=CC=C2)C(C(N2N=NC1=C2C=CC=C1)N1CCN(CC1)C(=O)O)N1CCN(CC1)C(=O)O